P(=O)(=O)[B] phosphoboron